(-)-(4,5-dihydro-7H-thieno[2,3-c]pyran-7-yl)-N-methyl-methylamine S1C=CC2=C1C(OCC2)N(C)C